(6r,8r)-2-chloro-N-(5-chloro-6-(2H-1,2,3-triazol-2-yl)pyridin-3-yl)-8-methyl-8-(trifluoromethyl)-7,8-dihydro-6H-cyclopenta[e]pyrazolo[1,5-a]pyrimidine-6-carboxamide ClC1=NN2C(N=CC3=C2[C@@](C[C@H]3C(=O)NC=3C=NC(=C(C3)Cl)N3N=CC=N3)(C(F)(F)F)C)=C1